FC1([C@H](CN(CC1)C(C(=O)NC1=NC=C(C=C1)C=1SC=CC1)C)C1=CNC(C=C1)=O)F 2-((S)-4,4-difluoro-3-(6-oxo-1,6-dihydropyridin-3-yl)piperidin-1-yl)-N-(5-(thiophen-2-yl)pyridin-2-yl)propionamide